1-Butyl-3,5-dichloro-6-methyl-pyrazin-2-one C(CCC)N1C(C(=NC(=C1C)Cl)Cl)=O